FC=1C(NC(N(C1)CC1=CC=C(C=C1)[N+](=O)[O-])=O)=O 5-fluoro-1-(4-nitrobenzyl)pyrimidine-2,4(1H,3H)-dione